3-(2-isocyanobenzyl)-1H-indole [N+](#[C-])C1=C(CC2=CNC3=CC=CC=C23)C=CC=C1